ClC=1C=NN(C(C1Cl)=O)[C@H]1CC[C@H](CC1)N1C(NC2=C1C=CC=C2)=O cis-3-[4-[4,5-dichloro-6-oxo-pyridazin-1-yl]cyclohexyl]-1H-benzimidazol-2-one